3-[(1-cyano-4-hydroxy-7-phenoxy-isoquinoline-3-carbonyl)-amino]-3-methylbutanoic acid C(#N)C1=NC(=C(C2=CC=C(C=C12)OC1=CC=CC=C1)O)C(=O)NC(CC(=O)O)(C)C